C(C)(C)(C)OOC(C#CC(C)OOC(C)(C)C)C Di(tert-butylperoxy)-3-hexyne